FC=1C=C2C(=NC1)N(N=C2C(=N)N)CC2=C(C=CC=C2)F 5-fluoro-1-(2-fluorobenzyl)-1H-pyrazolo[3,4-b]pyridine-3-carboxamidine